C(C)(C)(C)OC(=O)N1CCN(CC1)C(C)(C#CCOC1=C(C(=CC(=C1)C(N)=O)[N+](=O)[O-])Cl)C 4-(5-(5-carbamoyl-2-chloro-3-nitrophenoxy)-2-methylpent-3-yn-2-yl)piperazine-1-carboxylic acid tert-butyl ester